FC1=C(C(=C(C=C1OC)OC)F)N1C(=NC2=C(C1)C=NC1=C2C=C(N1)CN1CCOCC1)OC 4-((3-(2,6-difluoro-3,5-dimethoxyphenyl)-2-methoxy-4,7-dihydro-3H-pyrrolo[3',2':5,6]pyrido[4,3-d]pyrimidin-8-yl)methyl)morpholine